(4-amino-1,3-dihydrofuro[3,4-c]quinolin-8-yl)-[(3S)-3-[4-(trifluoromethoxy)phenyl]morpholin-4-yl]methanone NC1=NC=2C=CC(=CC2C2=C1COC2)C(=O)N2[C@H](COCC2)C2=CC=C(C=C2)OC(F)(F)F